C(CCCCCCCCCCCCCCCCC)(=O)OCCC1=CC=CC=C1 2-phenyl-ethyl stearate